2-[(4R)-4-[3-(2,4-dioxohexahydropyrimidin-1-yl)-5-fluoro-1-methyl-indazol-6-yl]-3,3-difluoro-1-piperidyl]acetic acid O=C1N(CCC(N1)=O)C1=NN(C2=CC(=C(C=C12)F)[C@@H]1C(CN(CC1)CC(=O)O)(F)F)C